5-(5-((2-azaspiro[3.3]heptan-2-yl)methyl)-6-aminopyridin-2-yl)-1-oxoisoindolin C1N(CC12CCC2)CC=2C=CC(=NC2N)C=2C=C1CNC(C1=CC2)=O